trans-3-(1,3-benzodioxol-5-ylmethyl)-N-[6-(2-chloro-5-fluoro-phenyl)pyridazin-3-yl]-3-azabicyclo[3.1.0]hexane-6-amine O1COC2=C1C=CC(=C2)CN2CC1C(C1C2)NC=2N=NC(=CC2)C2=C(C=CC(=C2)F)Cl